C1(CCC1)OC1=NC(=NC(=C1)C)C1=CC(=C(N(C)CCCC(=O)O)C(=C1)F)F 4-[4-[4-(cyclobutoxy)-6-methyl-pyrimidin-2-yl]-2,6-difluoro-N-methyl-anilino]butanoic acid